ClC=1N=CC2=C(C=CC(=C2C1)C(C)C)OC(C)C1CN(C1)C(C)=O 1-(3-(1-((3-Chloro-5-isopropylisoquinolin-8-yl)oxy)ethyl)azetidin-1-yl)ethan-1-one